[Na+].P([O-])(=O)(OP(=O)([O-])[O-])OC[C@@H]1[C@H]([C@H]([C@@H](O1)N1C(=O)NC(=O)C=C1)O)O.[Na+].[Na+] Uridine 5'-diphosphate sodium salt